1,4-dichlorophthalazine ClC1=NN=C(C2=CC=CC=C12)Cl